N[C@@H](CCCCN)C(=O)[O-].[Na+] sodium-lysine salt